tert-butyl (4-((4-(morpholinomethyl)phenyl)ethynyl)benzyl)carbamate O1CCN(CC1)CC1=CC=C(C=C1)C#CC1=CC=C(CNC(OC(C)(C)C)=O)C=C1